(2-(5-fluoropyridin-3-yl)-2H-indazol-5-yl)(isopropyl)(methylimino)-lambda6-sulfanone FC=1C=C(C=NC1)N1N=C2C=CC(=CC2=C1)S(=O)(=NC)C(C)C